2-{[(3R,4S)-1-{4-[(8-{3-[(ethanesulfonyl)meth-yl]azetidin-1-yl}-5-(propan-2-yl)isoquinolin-3-yl)amino]pyrimidin-2-yl}-3-fluoropiperidin-4-yl]oxy}ethan-1-ol C(C)S(=O)(=O)CC1CN(C1)C=1C=CC(=C2C=C(N=CC12)NC1=NC(=NC=C1)N1C[C@H]([C@H](CC1)OCCO)F)C(C)C